C(C)C1=C(N=C(S1)N/N=C/C1=C(C=CC=C1)C(=O)O)C1=C(C=CC=C1)Cl (E)-5-Ethyl-4-(2-chlorophenyl)-2-(2-carboxybenzylidenehydrazino)thiazole